C(C)(C)(C)OC(=O)N1C(CNCC1)C1=CC=C(C=C1)C1=CC=2N(N=C1C#N)C(=CN2)I (4-(6-cyano-3-iodoimidazo[1,2-b]pyridazin-7-yl)phenyl)piperazine-1-carboxylic acid tert-butyl ester